N-[(3,5-difluoropyridin-2-yl)methyl]-2-[(3R)-2',3-dimethyl-[1,4'-bipiperidin]-1'-yl]-1,3-thiazole-5-carboxamide FC=1C(=NC=C(C1)F)CNC(=O)C1=CN=C(S1)N1C(CC(CC1)N1C[C@@H](CCC1)C)C